1-(2,2-dichlorocyclopropyl)-N-[[3-fluoro-4-[5-(trifluoromethyl)-1,2,4-oxadiazol-3-yl]phenyl]methyl]methanesulfonamide ClC1(C(C1)CS(=O)(=O)NCC1=CC(=C(C=C1)C1=NOC(=N1)C(F)(F)F)F)Cl